N1=CC=C(C=C1)CNC(OC12CC3(CC(CC(C1)C3)C2)NCC(=O)N2CC3=CC=CC=C3C2)=O 3-((2-(isoindolin-2-yl)-2-oxoethyl)amino)adamantan-1-yl (pyridin-4-ylmethyl)carbamate